4-[2-(Cyclopentyloxy)-3-pyridyl]-2,6-difluoro-aniline C1(CCCC1)OC1=NC=CC=C1C1=CC(=C(N)C(=C1)F)F